C(C1=CC=CC=C1)OC1=C(OC=2C(=C3C=CNC3=C(C2F)F)SC)C=C(C(=C1)F)C=1NC=C(N1)C1(CCOC2=CC=CC=C12)C 5-[2-benzyloxy-4-fluoro-5-[4-(4-methylchroman-4-yl)-1H-imidazol-2-yl]phenoxy]-6,7-difluoro-4-methylsulfanyl-1H-indole